C(C)(C)(C)C1=C(C(=CC(=C1)C(C)(C)C)C(C)(C)C)P(C1=CC=C(C=C1)C=C)C1=C(C=C(C=C1C(C)(C)C)C(C)(C)C)C(C)(C)C di(2,4,6-tri-tert-butylphenyl)(4-vinylphenyl)phosphorus